ClC1=C(C=CC(=C1)SCC(C)(C)C)OC 2-Chloro-4-(2,2-dimethylpropylthio)-1-methoxybenzene